BrC=1C=NN2C1N=C1C(=C2NC2CCC(CC2)S(=O)(=O)N)CCC12CCCC2 (1R,4R)-4-((3-bromo-6,7-dihydrospiro[cyclopenta[d]pyrazolo[1,5-a]pyrimidine-5,1'-cyclopentane]-8-yl)amino)cyclohexane-1-sulfonamide